C(C=C)(=O)N1C[C@@H](C[C@@H]1C)OC=1C2=C(N=C(N1)NC=1C=NN(C1)C)NC=C2C#N 4-(((3R,5S)-1-acryloyl-5-methylpyrrolidin-3-yl)oxy)-2-((1-methyl-1H-pyrazol-4-yl)amino)-7H-pyrrolo[2,3-d]pyrimidine-5-carbonitrile